C1(CC1)NC(=O)C=1C=C(C(N(C1)[C@@H](C)C1=CC=CC=C1)=O)C(=O)NC (S)-N5-cyclopropyl-N3-methyl-2-oxo-1-(1-phenylethyl)-1,2-dihydropyridine-3,5-dicarboxamide